Cl.NC=1N=C(N(C1)C)C(=O)OCC ethyl 4-amino-1-methylimidazole-2-carboxylate hydrochloride